(R)-1-(4-((5-(1-(2,2-difluoroethyl)-1H-benzo[d][1,2,3]triazol-6-yl)-6-fluoro-4-methoxypyrrolo[2,1-f][1,2,4]triazin-2-yl-7-d)amino)-3,3-difluoropiperidin-1-yl)-2-hydroxyethan-1-one FC(CN1N=NC2=C1C=C(C=C2)C=2C(=C(N1N=C(N=C(C12)OC)N[C@H]1C(CN(CC1)C(CO)=O)(F)F)[2H])F)F